7-((2s,5r)-4-(1-(4-fluoro-2-(methoxymethyl)phenyl)ethyl)-2,5-dimethylpiperazin-1-yl)-4-methyl-2-(tetrahydro-2H-pyran-2-yl)-2,4-dihydro-5H-pyrazolo[4,3-b]pyridin-5-one FC1=CC(=C(C=C1)C(C)N1C[C@@H](N(C[C@H]1C)C=1C=2C(N(C(C1)=O)C)=CN(N2)C2OCCCC2)C)COC